4-((2-(2-(4-(4-amino-3-(4-phenoxyphenyl)-1H-pyrazolo[3,4-d]pyrimidin-1-yl)piperidine-1-yl)-2-oxoethoxy)ethyl)thio)-2-(2,6-dioxopiperidin-3-yl)isoindoline-1,3-dione NC1=C2C(=NC=N1)N(N=C2C2=CC=C(C=C2)OC2=CC=CC=C2)C2CCN(CC2)C(COCCSC2=C1C(N(C(C1=CC=C2)=O)C2C(NC(CC2)=O)=O)=O)=O